CC1CCC(NC1)C=1C=CC2=C(N=CS2)C1 5-(5-methylpiperidin-2-yl)benzothiazole